cis-4-fluoro-5-((5-(3-((4-(prop-1-en-2-yl)isothiazol-3-yl)oxy)cyclopentyl)-1H-pyrazol-3-yl)amino)-2,3-dihydrobenzo[d]isothiazole 1,1-dioxide FC1=C(C=CC2=C1CNS2(=O)=O)NC2=NNC(=C2)[C@@H]2C[C@@H](CC2)OC2=NSC=C2C(=C)C